CN([C@@H]1[C@H](CC1)OC1=C2C(=NC=NC2=CC(=C1)C=1C=NN(C1)C)NC=1C(=C2C=CC=NC2=CC1)F)C 5-((1S,2S)-2-(dimethylamino)cyclobutoxy)-N-(5-fluoroquinolin-6-yl)-7-(1-methyl-1H-pyrazol-4-yl)quinazolin-4-amine